8-Chloro-2-(1-(1-(3,3-difluorocyclobutyl)ethyl)-1H-pyrazol-4-yl)-7-((2-methyl-1H-benzo[d]imidazol-6-yl)oxy)quinoxaline ClC=1C(=CC=C2N=CC(=NC12)C=1C=NN(C1)C(C)C1CC(C1)(F)F)OC=1C=CC2=C(NC(=N2)C)C1